Cyclohexane-1-amine hydrochloride Cl.C1(CCCCC1)N